C1(=CC(=CC=C1)NC(CCCCCCC(=O)NC1=C(C=CC=C1)N)=O)NC(CCCCCCC(=O)NC1=C(C=CC=C1)N)=O N1,N1'-(1,3-Phenylene)bis(N8-(2-aminophenyl)octanediamide)